tert-Butyl 4-(pyridin-2-yl)phenethylcarbamate N1=C(C=CC=C1)C1=CC=C(CCNC(OC(C)(C)C)=O)C=C1